N[C@@H]1[C@@H](OCC12CCN(CC2)C=2N=CC(=NC2CO)SC2=C(C(=NC=C2)N2C(CCC2)CC(=O)N)Cl)C 2-(1-(4-(5-((3s,4s)-4-amino-3-methyl-2-oxa-8-azaspiro[4.5]decan-8-yl)-6-(hydroxymethyl)pyrazin-2-ylsulfanyl)-3-chloropyridin-2-yl)pyrrolidin-2-yl)acetamide